3-(5-(((1S,2S,5R)-2-((4,4-difluorocyclohexyl)amino)-5-hydroxy-5-methylcyclohexyl)methyl)-1-oxoisoindolin-2-yl)piperidine-2,6-dione FC1(CCC(CC1)N[C@@H]1[C@H](C[C@](CC1)(C)O)CC=1C=C2CN(C(C2=CC1)=O)C1C(NC(CC1)=O)=O)F